C(C)(C)(C)OC(CC[C@@H](C(=O)N)N1C(C2=C(C=C3C(=C2C1)OCC31CCN(CC1)CC1=CC(=CC=C1)C=1C=NN(C1)C)F)=O)=O (S)-5-amino-4-(5-fluoro-1'-(3-(1-methyl-1H-pyrazol-4-yl)benzyl)-6-oxo-6,8-dihydro-2H,7H-spiro[furo[2,3-e]isoindol-3,4'-piperidin]-7-yl)-5-oxopentanoic acid tert-butyl ester